2-cyclopropyl-5-(trifluoromethoxy)benzonitrile C1(CC1)C1=C(C#N)C=C(C=C1)OC(F)(F)F